COCC1(OC2=C(C(C1)=O)C=C(C=C2)C2=NC(=NO2)C2=CC=NC=C2)COC 2,2-bis(methoxymethyl)-6-[3-(pyridin-4-yl)-1,2,4-oxadiazol-5-yl]-3,4-dihydro-2H-1-benzopyran-4-one